S1SC(CC1)CCCCC(=O)O 1,2-dithiolane-3-pentanic acid